COC(=O)C1=C(C=NC=C1)NC[C@H]1CCOC2=C1C=CC(=C2)C2=C(C=CC=C2)Cl 3-({[(4S)-7-(2-chlorophenyl)-3,4-dihydro-2H-1-benzopyran-4-yl]methyl}amino)pyridine-4-carboxylic acid methyl ester